N1=C(C=CC=C1)CCOC1=C(C(=NC=C1)NC1=CC=C(C=C1)C(F)(F)F)C1=NOC(N1)=O 3-[4-[2-(2-pyridyl)ethoxy]-2-[4-(trifluoromethyl)anilino]-3-pyridyl]-4H-1,2,4-oxadiazol-5-one